CC1(OC=2C(=C3C(=CC=NC3=CC2)OC2=C(C=C(C=C2F)NC(C2=CN=CC=C2OC)=O)F)O1)C N-(4-((2,2-dimethyl-[1,3]dioxolo[4,5-f]quinolin-9-yl)oxy)-3,5-difluorophenyl)-4-methoxynicotinamide